N1C=NC(=C1)CCC(C(=O)N)(C(=O)N)CCC=1N=CNC1 bis-[2-(1H-imidazole-4-yl)ethyl]propanediamide